(S)-4-(4-chloro-3,5-difluoro-1H-indole-2-carbonyl)-N,N-dimethylpiperazine-2-carboxamide ClC1=C2C(=C(NC2=CC=C1F)C(=O)N1C[C@H](NCC1)C(=O)N(C)C)F